C(C)OC1=NC(=NC=C1C(=O)NC=1C=C(C=2N(C1)C=C(N2)C)F)S(=O)C 4-ethoxy-N-(8-fluoro-2-methylimidazo[1,2-a]pyridin-6-yl)-2-(methylsulfinyl)pyrimidine-5-carboxamide